BrC1=C2C=CNC2=C(C(=C1CC1=CC(=NC=C1)C(N)=S)F)F 4-((4-Bromo-6,7-difluoro-1H-indol-5-yl)methyl)pyridine-2-carbothioamide